3-(5-(3-bromophenyl)-1-methyl-1H-pyrazol-4-yl)-4-methyl-4H-1,2,4-triazole BrC=1C=C(C=CC1)C1=C(C=NN1C)C1=NN=CN1C